ClC=1C=C(C=CC1)C(=C)O[Si](C)(C)C ((1-(3-chlorophenyl)ethenyl)oxy)trimethylsilane